O1C(=CC=C1)CN1C(=C(C=C1C)\C(\C(\C)=N\NC(NC)=S)=N/NC(NC)=S)C (2E,2'E)-2,2'-(1-(1-(furan-2-ylmethyl)-2,5-dimethyl-1H-pyrrol-3-yl)propane-1,2-diylidene)bis(N-methylhydrazine-1-carbothioamide)